N-(4-fluorophenyl)-2-[1-(2-methylpropanoyl)-1,2,3,4-tetrahydroquinolin-6-yl]propanamide FC1=CC=C(C=C1)NC(C(C)C=1C=C2CCCN(C2=CC1)C(C(C)C)=O)=O